N[C@@H]1CN(CC[C@H]1CC(C)C)C(=O)C=1C=2N(C=CC1)C=NC2 ((3S,4R)-3-amino-4-isobutylpiperidin-1-yl)(imidazo[1,5-a]pyridin-8-yl)methanone